FC(C(=O)OCC1N(C=CC=C1)C1C(NC(CC1)=O)=O)(F)F N-(2,6-dioxopiperidin-3-yl)picolinyl Trifluoroacetate